COC(NS(=O)(=O)C1=C(N=C(S1)CC(C)C)C1=CC=C(C=C1)CN1C(=NC=C1)C(C)(C)O)=O ((4-(4-((2-(2-hydroxyprop-2-yl)-1H-imidazol-1-yl)methyl)phenyl)-2-isobutylthiazol-5-yl)Sulfonyl)carbamic acid methyl ester